FC=1C=C(C=CC1)[C@H]([C@@H]1N([C@@H](CC1)CC1CCOCC1)C(=O)OC(C)(C)C)O tert-Butyl (2R,5S)-2-((R)-(3-fluorophenyl)(hydroxy)methyl)-5-((tetrahydro-2H-pyran-4-yl)methyl)pyrrolidine-1-carboxylate